ClC1=NN(C2=NC(=NC=C21)Cl)C(C(C([2H])([2H])OC2=NN(C(=C2[N+](=O)[O-])C)C2CCOCC2)([2H])[2H])([2H])[2H] 3,6-dichloro-1-(3-((5-methyl-4-nitro-1-(tetrahydro-2H-pyran-4-yl)-1H-pyrazol-3-yl)oxy)propyl-1,1,2,2,3,3-d6)-1H-pyrazolo[3,4-d]pyrimidine